C(C)(=O)C1=CC(=NC(=C1)C1=NC(=NN1)C=1N(N=C(C1O)C)CC)C(=O)N 4-Acetyl-6-[3-(2-ethyl-4-hydroxy-5-methyl-pyrazol-3-yl)-1H-1,2,4-triazol-5-yl]pyridine-2-carboxamide